FC=1C=C2C(C=C(OC2=C(C1)O)C(=O)NCC1(CCCCC1)O)=O 6-fluoro-8-hydroxy-N-((1-hydroxycyclohexyl)methyl)-4-oxo-4H-chromene-2-carboxamide